C1(CC1)S(=O)(=O)NC=1SC=C(N1)C(CC)(CC)NC(C1=CC=C(C=C1)C=1C=NC=C(C1)C)=O N-(3-(2-(cyclopropanesulfonamido)thiazol-4-yl)pentan-3-yl)-4-(5-methylpyridin-3-yl)benzamide